FC(F)(F)CC=CCC (trifluoromethyl)2-pentene